7-(4-chloro-2-fluorophenyl)-8-(2-(difluoromethyl)-6-methylpyridin-4-yl)-[1,2,4]triazolo[4,3-c]pyrimidin-5-amine ClC1=CC(=C(C=C1)C1=C(C=2N(C(=N1)N)C=NN2)C2=CC(=NC(=C2)C)C(F)F)F